N-(2,2-dimethylpropyl)-4-(2-methyl-4-{[6-(piperazin-1-yl)pyrido[3,4-d]pyrimidin-4-yl]amino}phenoxy)benzamide hydrochloride Cl.CC(CNC(C1=CC=C(C=C1)OC1=C(C=C(C=C1)NC=1C2=C(N=CN1)C=NC(=C2)N2CCNCC2)C)=O)(C)C